NC1=NC(=C2N=CN(C2=N1)[C@H]1C=C[C@H](C1)CO[P@](=O)(OC1=CC=CC=C1)N[C@@H](C)C(=O)OC(C)C)NCCOC Isopropyl ((S)-(((1S,4R)-4-(2-amino-6-((2-methoxyethyl)amino)-9H-purin-9-yl) cyclopent-2-en-1-yl)methoxy)(phenoxy)phosphoryl)-L-alaninate